BrC1=CC(=C(C(=C1)C)C(O)C=1C=C2C(=CN1)N(C=C2C(C)C)S(=O)(=O)C2=CC=C(C=C2)C)C (4-bromo-2,6-dimethyl-phenyl)-[3-isopropyl-1-(p-tolylsulfonyl)pyrrolo[2,3-c]pyridin-5-yl]methanol